N-((S)-(5-((S)-1-(5,5-difluoro-2-oxotetrahydropyrimidin-1(2H)-yl)-2-methoxyethyl)benzo[d]oxazol-2-yl)((1r,4S)-4-fluorocyclohexyl)methyl)-1-methyl-1H-pyrazole-5-carboxamide FC1(CNC(N(C1)[C@H](COC)C=1C=CC2=C(N=C(O2)[C@@H](NC(=O)C2=CC=NN2C)C2CCC(CC2)F)C1)=O)F